(Z)-(3-(2-chlorophenyl)-4-(methylcarbamoyl)thiazol-2(3H)-ylidene)carbamic acid ethyl ester C(C)OC(\N=C\1/SC=C(N1C1=C(C=CC=C1)Cl)C(NC)=O)=O